C1(=CC(=CC=C1)N1N=CN=C1C1=CC=CC=C1)C 1-(m-tolyl)-5-phenyl-1,2,4-triazole